N-(4-(4-amino-5-(4-(ethyl-(isopropyl)(oxo)-1λ6-sulfanylidene)phenyl)-7-methyl-7H-pyrrolo[2,3-d]pyrimidin-6-yl)-phenyl)methacrylamide NC=1C2=C(N=CN1)N(C(=C2C2=CCC(C=C2)=S(=O)(C(C)C)CC)C2=CC=C(C=C2)NC(C(=C)C)=O)C